5-bromo-1,4-dimethylpyridin-2(1H)-one BrC=1C(=CC(N(C1)C)=O)C